FC1=C(C(=O)C2C3(N(CC2C2=CC(=C(C=C2)O)O)C)C(NC2=CC=CC=C23)=O)C=CC(=C1)F (2,4-difluorobenzoyl)-4'-(3,4-dihydroxyphenyl)-1'-methylspiro[indoline-3,2'-pyrrolidin]-2-one